nonan-1,9-dioic acid C(CCCCCCCC(=O)O)(=O)O